N1(CCNCCC1)C1N(C=CC=N1)CCCCCCC(=O)NO 2-(1,4-diazepan-1-yl)-N-(7-(hydroxyamino)-7-oxoheptyl)pyrimidine